FC(C1(CC1)C=CC(C)C)F [1-(difluoromethyl)cyclopropyl]methylidene-2-methylpropane